FC=1C=C(C=CC1[N+](=O)[O-])NC([C@H](C)O)=O (S)-N-(3-fluoro-4-nitrophenyl)-2-hydroxypropionamide